2-(4-Methoxy-3-(methoxy-d3)phenyl)ethane-1-amine hydrochloride Cl.COC1=C(C=C(C=C1)CCN)OC([2H])([2H])[2H]